Ethyl (S)-3-amino-3-(5-cyclopropyl-4-fluoro-2'-methyl-6'-(pent-4-en-1-yloxy)-4'-(trifluoromethyl)-[1,1'-biphenyl]-3-yl)propanoate hydrochloride Cl.N[C@@H](CC(=O)OCC)C=1C=C(C=C(C1F)C1CC1)C1=C(C=C(C=C1OCCCC=C)C(F)(F)F)C